ditetradecanoyl-N-(trimethylammonioacetyl)diethanolamine chloride [Cl-].C(CCCCCCCCCCCCC)(=O)C(N(CCO)C(C[N+](C)(C)C)=O)(CO)C(CCCCCCCCCCCCC)=O